COC=1C=C2C(=CC=NC2=CC1)OC1CCN(CC1)CC(=O)N1[C@@H](CCC1)C#N (2S)-1-[2-[4-[(6-methoxy-4-quinolyl)oxy]-1-piperidyl]acetyl]pyrrolidine-2-carbonitrile